monoeicosanyl citraconate C(\C(\C)=C/C(=O)[O-])(=O)OCCCCCCCCCCCCCCCCCCCC